3-hydroxy-2,4,6-trimethylbenzaldehyde OC=1C(=C(C=O)C(=CC1C)C)C